N'-(3,5-dichloro-4-((6-chloro-5-(1-hydroxy-2-methylpropyl)pyridazin-3-yl)oxy)phenyl)-N,N-dimethylformimidamide ClC=1C=C(C=C(C1OC=1N=NC(=C(C1)C(C(C)C)O)Cl)Cl)N=CN(C)C